tert-butyl 4-(6-amino-2-methoxy-3-pyridyl)-3,6-dihydro-2H-pyridine-1-carboxylate NC1=CC=C(C(=N1)OC)C=1CCN(CC1)C(=O)OC(C)(C)C